5-bromo-2-fluoro-4-methylbenzaldehyde BrC=1C(=CC(=C(C=O)C1)F)C